C[C@H]1CN(C[C@H](N1)C)C1=CC=C(NC=2C(=NC(=C(N2)C(F)(F)F)C=2C3=C(C=NC2)N(C=N3)C)C(=O)O)C=C1 3-[4-[(3S,5R)-3,5-Dimethylpiperazin-1-yl]anilino]-6-(3-methylimidazo[4,5-c]pyridin-7-yl)-5-(trifluoromethyl)pyrazine-2-carboxylic acid